C1(C=CC(N1CCCCCN1C(C=CC1=O)=O)=O)=O N,N'-pentamethylenebismaleimide